FCC1=NN2C(C(=NC=C2)C=2OC(=CC2)C)=N1 2-(fluoromethyl)-8-(5-methylfuran-2-yl)-[1,2,4]triazolo[1,5-a]pyrazin